C1(=CC=C(C=C1)N=C=NC1=CC=C(C=C1)C)C N,N'-di-p-toluylcarbodiimide